S(=O)(=O)(O)O.BrC=1C(=NC(=NC1N1N=CC=C1)N1N=CC=C1)N 5-bromo-2,6-bis(1H-pyrazol-1-yl)pyrimidin-4-amine sulfate